COC(=O)C=1C=CC2=C(N(C(=N2)CN2CCC(CC2)C2=CC=CC=3OC[C@@H](OC32)C3=C(C=C(C=C3)Cl)F)C[C@H]3OCC3)C1 2-((4-((S)-3-(4-chloro-2-fluorophenyl)-2,3-dihydrobenzo[b][1,4]dioxin-5-yl)piperidin-1-yl)methyl)-1-(((S)-oxetan-2-yl)methyl)-1H-benzo[d]imidazole-6-carboxylic acid methyl ester